N-(2-ethyl-2-phenylbutyryl)-O-(3-(2-(5,6,7,8-tetrahydro-1,8-naphthyridin-2-yl)ethyl)cyclobutyl)homoserine C(C)C(C(=O)N[C@@H](CCOC1CC(C1)CCC1=NC=2NCCCC2C=C1)C(=O)O)(CC)C1=CC=CC=C1